tert-butyl 4-{4-[(4aS,5aR)-5,5-difluoro-5a-methyl-1H,4H,4aH,5H,5aH,6H-cyclopropa[f]indazole-3-amido]-1H-pyrazol-1-yl}piperidine-1-carboxylate FC1([C@H]2CC=3C(=NNC3C[C@]21C)C(=O)NC=2C=NN(C2)C2CCN(CC2)C(=O)OC(C)(C)C)F